(±)-(2-Ethoxy-2-oxoethyl)zinc(II) bromide [Br-].C(C)OC(C[Zn+])=O